((5-methyl-4,5,6,7-tetrahydrothieno[3,2-c]pyridin-2-yl)sulfonyl)amine sodium salt [Na].CN1CC2=C(CC1)SC(=C2)S(=O)(=O)N